methyl 3-(4-bromothiophen-3-yl)-2-((tert-butoxycarbonyl)(methyl)amino)propanoate BrC=1C(=CSC1)CC(C(=O)OC)N(C)C(=O)OC(C)(C)C